cis-1-(3-bromophenyl)-3-hydroxylcyclobutanecarboxylic acid BrC=1C=C(C=CC1)C1(CC(C1)O)C(=O)O